NC1=NN=C(S1)OCC1=CC=C(C=N1)CC(=O)OC methyl 2-(6-(((5-amino-1,3,4-thiadiazol-2-yl)oxy)methyl)pyridin-3-yl)acetate